1-isobutyl-4-oxido-1,4-azaphosphinan C(C(C)C)N1CCP(CC1)=O